(S)-tert-Butyl 3-((4-(2-(3-amino-2-methylphenoxy)pyridin-3-yl)pyrimidin-2-yl)amino)piperidine-1-carboxylate NC=1C(=C(OC2=NC=CC=C2C2=NC(=NC=C2)N[C@@H]2CN(CCC2)C(=O)OC(C)(C)C)C=CC1)C